1,8-dihydropyrrolo[3,2-g]indole N1C=CC=2C=CC=3C=CNC3C21